1-(4-dodecylphenyl)-2-hydroxy-2-methylpropane-1-On C(CCCCCCCCCCC)C1=CC=C(C=C1)C(C(C)(C)O)=O